CC(C)C[C@@H](C(=O)N[C@@H](CC1=CC=CC=C1)C(=O)N)NC(=O)[C@H](CC2=CC=CC=C2)C[C@H]([C@H](CC3=CC=CC=C3)NC(=O)OC(C)(C)C)O {1S-Benzyl-4R-[1-(1S-carbamoyl-2-phenethylcarbamoyl)-1S-3-methylbutylcarbamoyl]-2R-hydroxy-5-phenylpentyl}carbamic acid tert-butyl ester